benzyl 3-(1H-pyrazol-5-yl)pyrrolidine-1-carboxylate N1N=CC=C1C1CN(CC1)C(=O)OCC1=CC=CC=C1